C(C)(C)(C)OC(=O)N1CC=C(CC1)B1OC(C)(C)C(C)(C)O1 N-tert-butoxycarbonyl-1,2,5,6-tetrahydropyridine-4-boronic acid pinacol ester